FC1=C(C(=CC=C1)F)C=1NC2=C(C3=C(N1)C(=NN3)C)C=C(N=C2C)N2CCN(CC2)CC(C)(C)F 5-(2,6-difluorophenyl)-9-(4-(2-fluoro-2-methylpropyl)piperazin-1-yl)-3,7-dimethyl-1,6-dihydropyrazolo[4,3-d]pyrido[4,3-f][1,3]diazepine